3-[2-(1,3-Benzodioxol-5-yl)ethyl]-6-(4-trifluoromethylphenyl)-7H-[1,2,4]triazolo[3,4-b][1,3,4]thiadiazine O1COC2=C1C=CC(=C2)CCC2=NN=C1SCC(=NN12)C1=CC=C(C=C1)C(F)(F)F